ClC=1C(=CC2=C(C[C@](O2)(C2=CC=CC=C2)C2N(CC(C2)(C)O)C(=O)OC(C)(C)C)C1C1=C(C(=CC=C1C#N)OC[C@H](C)O)F)F Tert-butyl 2-((2S,4S)-5-chloro-4-(6-cyano-2-fluoro-3-((S)-2-hydroxypropoxy)phenyl)-6-fluoro-2-phenyl-2,3-dihydrobenzofuran-2-yl)-4-hydroxy-4-methylpyrrolidine-1-carboxylate